C1(CCC(CCC1)O)O 1,4-Cycloheptanediol